C(C)(C)(C)OC(N[C@@H]1CN(CCC1)C1=CC(=C(C=C1)NC(C)=O)[N+](=O)[O-])=O (S)-(1-(4-acetamido-3-nitrophenyl)piperidin-3-yl)carbamic acid tert-butyl ester